rel-(S)-3-[4-(Isopropylsulfonimidoyl)anilino]-5-(methylamino)-6-(3-methylimidazo[4,5-c]pyridin-7-yl)pyrazin-2-carboxamid C(C)(C)[S@@](=O)(=N)C1=CC=C(NC=2C(=NC(=C(N2)NC)C=2C3=C(C=NC2)N(C=N3)C)C(=O)N)C=C1 |o1:3|